5-(azetidin-3-yl)-2,3-dihydro-1H-inden-1-one N1CC(C1)C=1C=C2CCC(C2=CC1)=O